tert-butyl ((1R,3S)-3-((5-chloro-4-(5,6,7,8-tetrahydro-4H-pyrazolo[1,5-a]azepin-3-yl)pyridin-2-yl)carbamoyl)cyclohexyl)carbamate ClC=1C(=CC(=NC1)NC(=O)[C@@H]1C[C@@H](CCC1)NC(OC(C)(C)C)=O)C=1C=NN2C1CCCCC2